C(C)(C)(C)N.N1N=NN=C1C1=C(C=CC(=C1)C(F)(F)F)C(CCCC)O 1-(2-(1H-Tetrazol-5-yl)-4-(trifluoromethyl)phenyl)pentan-1-ol tert-butylamine salt